NC(CNCCS(=O)(=O)O)=O 2-[(amino-2-oxoethyl)amino]ethanesulfonic acid